1-[2-amino-4-(trifluoromethyl)phenyl]ethanone Methyl-3-bromo-2-(bromomethyl)-5-chlorobenzoate COC(C1=C(C(=CC(=C1)Cl)Br)CBr)=O.NC1=C(C=CC(=C1)C(F)(F)F)C(C)=O